(3S,4R,5R)-1-(((R)-1-(2-fluorophenyl)piperidin-3-yl)methyl)piperidine-3,4,5-triol FC1=C(C=CC=C1)N1C[C@H](CCC1)CN1C[C@@H](C([C@@H](C1)O)O)O